2-(ethoxycarbonyloxy(imino))-1-phenylpropan-1-one C(C)OC(=O)ON=C(C(=O)C1=CC=CC=C1)C